N-[(2S)-5-[[(1R,2S)-2-(4-Fluorophenyl)cyclopropyl]amino]-1-(4-methylpiperazin-1-yl)-1-oxopentan-2-yl]-4-(1-pyrrolyl)benzamide FC1=CC=C(C=C1)[C@H]1[C@@H](C1)NCCC[C@@H](C(=O)N1CCN(CC1)C)NC(C1=CC=C(C=C1)N1C=CC=C1)=O